7-methoxy-1-hydroxy-ethyl-3',3'-dimethylspiro[2H-1,4-benzoxazine-2,2'-indoline] COC1=CC2=C(N=CC3(N(C4=CC=CC=C4C3(C)C)C(C)O)O2)C=C1